O[C@@H]1[C@@]2([C@@H]3[C@]([C@@H]4CC[C@]5(C(C[C@]4([C@H]3C(=O)O)C5)=C)O)(C=C1)OC2=O)C (1S,2S,4aR,4bR,7S,9aS,10S,10aR)-2,7-dihydroxy-1-methyl-8-methylene-13-oxo-1,2,4b,5,6,7,8,9,10,10a-decahydro-4a,1-(epoxymethano)-7,9a-methanobenzo[a]azulene-10-carboxylic acid